(R)-N-(1,1-Dioxido-2,3-dihydrothiophen-3-yl)-8-methyl-2-oxo-7-(trifluoromethyl)-1,2-dihydroquinoline-3-carboxamide O=S1(C[C@@H](C=C1)NC(=O)C=1C(NC2=C(C(=CC=C2C1)C(F)(F)F)C)=O)=O